N-(5-((3R,4S)-3-(2-hydroxypropan-2-yl)-4-methoxypyrrolidin-1-yl)-2-(trifluoromethyl)pyridin-3-yl)-6-(1-(2,2,2-trifluoroethyl)-1H-pyrazol-4-yl)picolinamide OC(C)(C)[C@@H]1CN(C[C@H]1OC)C=1C=C(C(=NC1)C(F)(F)F)NC(C1=NC(=CC=C1)C=1C=NN(C1)CC(F)(F)F)=O